2,6-dimethoxy-N-(5-(thiazol-2-yloxy)-3,4-dihydro-2H-benzopyrano[8,7-d]isoxazol-9-yl)benzenesulfonamide COC1=C(C(=CC=C1)OC)S(=O)(=O)NC1=NOC2=C1C1=C(CCCO1)C(=C2)OC=2SC=CN2